2-(1-(6-Amino-9H-purin-9-yl)propyl)-3-(3-fluorophenyl)-4H-chromen-4-one NC1=C2N=CN(C2=NC=N1)C(CC)C=1OC2=CC=CC=C2C(C1C1=CC(=CC=C1)F)=O